FC1(CC(C1)C(C)N(C(O)=O)C1=C(C(=NN1C)C1CC(C1)(F)F)C1CCC1)F.C(N)(=N)N(C(=O)N)[2H] guanylurea-d 1-(3,3-difluorocyclobutyl)ethyl-(4-cyclobutyl-3-(3,3-difluorocyclobutyl)-1-methyl-1H-pyrazol-5-yl)carbamate